CC(=O)N[C@@H]1[C@H]([C@@H]([C@H](O[C@H]1O)CO)O[C@H]2[C@@H]([C@H]([C@H]([C@H](O2)CO)O)O[C@H]3[C@@H]([C@H]([C@@H]([C@H](O3)CO)O)O[C@H]4[C@@H]([C@H]([C@H]([C@H](O4)CO)O)O)O)NC(=O)C)O)O The molecule is a tetrasaccharide comprising residues of galactose, N-acetylglucosamine, galactose and N-acetylglucosamine units in a linear sequence, joined sequentially via beta(1->3), beta(1->3), and beta(1->4) linkages. beta-D-Gal-(1->3)-beta-D-GlcNAc-(1->3)-beta-D-Gal-(1->4)-D-GlcNAc with beta-configuration at the anomeric centre of the reducing-end N-acetylglucosamine residue. It has a role as an epitope.